tert-butyl{[2-(difluoromethoxy)-4-nitrophenyl]methoxy}dimethylsilane C(C)(C)(C)[Si](C)(C)OCC1=C(C=C(C=C1)[N+](=O)[O-])OC(F)F